FC1(CCN(CC1)C)C1=CC(=C(C=C1)C1=CC(=NN1)NC=1N=CC(=NC1)C#N)OC 5-[[5-[4-(4-fluoro-1-methyl-4-piperidyl)-2-methoxyphenyl]-1H-pyrazol-3-yl]amino]pyrazine-2-carbonitrile